2-(2,6-dioxopiperidin-3-yl)-5-((4-(thieno[3,2-d]pyrimidin-4-yl)piperazin-1-yl)methyl)isoindoline-1,3-dione O=C1NC(CCC1N1C(C2=CC=C(C=C2C1=O)CN1CCN(CC1)C=1C2=C(N=CN1)C=CS2)=O)=O